3-Methyl-4-aminobenzoic acid CC=1C=C(C(=O)O)C=CC1N